5-[4-(2-chlorobenzyl)carbamoylphenyl]-1H-naphtho[1,2-b][1,4]diazepine-2,4(3H,5H)-dione ClC1=C(CNC(=O)C2=CC=C(C=C2)N2C3=C(NC(CC2=O)=O)C2=CC=CC=C2C=C3)C=CC=C1